3-(5-(4-((1-(4-(3-(4-fluorophenyl)-7-hydroxychroman-4-yl)phenyl)piperidin-4-yl)methyl)piperazin-1-yl)-1-oxoisoindolin-2-yl)piperidine-2,6-dione FC1=CC=C(C=C1)C1COC2=CC(=CC=C2C1C1=CC=C(C=C1)N1CCC(CC1)CN1CCN(CC1)C=1C=C2CN(C(C2=CC1)=O)C1C(NC(CC1)=O)=O)O